(3S)-N-(((2S,5R)-6-(phenylmethyloxy)-7-oxo-1,6-diazabicyclo[3.2.1]oct-2-yl)(imino)methyl)-1-methylpyrrolidine-3-carboxamide C1(=CC=CC=C1)CON1[C@@H]2CC[C@H](N(C1=O)C2)C(NC(=O)[C@@H]2CN(CC2)C)=N